FC=1C=CC2=C(CCO2)C1CC1=NN=C2N1C(=NC=C2C=2C=1N(C=CC2)C(=CN1)C)N ((5-fluoro-2,3-dihydrobenzofuran-4-yl)methyl)-8-(3-methylimidazo[1,2-a]pyridin-8-yl)-[1,2,4]triazolo[4,3-c]pyrimidin-5-amine